dicyclohexyl-urethane C1(CCCCC1)N(C(=O)OCC)C1CCCCC1